CC1=C(OCCCCC2CCN(CC2)CC(=O)OC)C=CC=C1B1OC(C(O1)(C)C)(C)C methyl 2-(4-(4-(2-methyl-3-(4,4,5,5-tetramethyl-1,3,2-dioxaborolan-2-yl)phenoxy)butyl)piperidin-1-yl)acetate